COC=1C=C(COC=2C3=C(N=C(N2)N(CCOC)CCOC)C(=NC(=N3)N(CCOC)CCOC)N3CCC(CC3)OC)C=C(C1)OC 4-((3,5-dimethoxybenzyl)oxy)-N2,N2,N6,N6-tetrakis(2-methoxyethyl)-8-(4-methoxypiperidin-1-yl)pyrimido[5,4-d]pyrimidine-2,6-diamine